6-{[2-(1-methylpyrazol-4-yl)-4-pyridyl]oxy}-3-[2-(3-pyridyl)ethyl]quinazolin-4-one CN1N=CC(=C1)C1=NC=CC(=C1)OC=1C=C2C(N(C=NC2=CC1)CCC=1C=NC=CC1)=O